isopropyl (E)-2,3-diiodoacrylate I\C(\C(=O)OC(C)C)=C\I